FC1=C(C=CC(=C1)C12CCC(CC1)(CC2)C(NCC(C)(C)O)=O)NC(=O)N2CC1=CC=CC=C1C2 N-(2-fluoro-4-(4-((2-hydroxy-2-methylpropyl)carbamoyl)bicyclo[2.2.2]octan-1-yl)phenyl)isoindoline-2-carboxamide